ClCCS(=O)(=O)Cl 2-Chloro-ethansulfonylchlorid